N1CC(C1)CNC(=O)C1=CC=C(C=C1)C1=NC2=C(N1)C=CC=C2C(=O)N 2-(4-((azetidin-3-ylmethyl)carbamoyl)phenyl)-1H-benzo[d]imidazole-4-carboxamide